8-((3-((tert-butyldiphenylsilyl)oxy)-2-(pyrimidin-2-yl)propyl)thio)-7-chloro-6-(trifluoromethyl)quinazoline-2,4(1H,3H)-dione [Si](C1=CC=CC=C1)(C1=CC=CC=C1)(C(C)(C)C)OCC(CSC=1C(=C(C=C2C(NC(NC12)=O)=O)C(F)(F)F)Cl)C1=NC=CC=N1